(norbornadiene) platinum (II) [Pt+2].C12=CC=C(CC1)C2